(2S)-2-[(6-cyclopropoxy-5-{[(2,4-diamino-6-oxo-1,6-dihydropyrimidin-5-yl)carbamoyl]amino}pyridin-2-yl)formamido]pentanedioic acid C1(CC1)OC1=C(C=CC(=N1)C(=O)N[C@H](C(=O)O)CCC(=O)O)NC(NC1=C(N=C(NC1=O)N)N)=O